N-(1-naphthyl)-2-phenyl-acetamide C1(=CC=CC2=CC=CC=C12)NC(CC1=CC=CC=C1)=O